(R)-4-((6-(4-(3-((2,3,5,7-tetramethylimidazo[1,2-a]pyrimidin-6-yl)oxy)pyrrolidin-1-yl)phenyl)pyridazin-3-yl)methyl)morpholine CC=1N=C2N(C(=C(C(=N2)C)O[C@H]2CN(CC2)C2=CC=C(C=C2)C2=CC=C(N=N2)CN2CCOCC2)C)C1C